FC(S(=O)(=O)OC1=CC(=CC2=CC=C(C(=C12)F)F)OCOC)(F)F [7,8-difluoro-3-(methoxymethoxy)-1-naphthyl] trifluoromethanesulfonate